CN(C=1C=C(CN(C2=NC=C(C=C2)COCCOCCN2CCOCC2)CC2=CC(=CC=C2)OC)C=CC1)C N-(3-(dimethylamino)benzyl)-N-(3-methoxybenzyl)-5-((2-(2-morpholinoethoxy)ethoxy)methyl)pyridin-2-amine